Cl.Cl.ClC=1C(=NC2=CC=C(C=C2C1)N1C=NC(=C1)CN)N1CCNCC1 [1-(3-chloro-2-piperazin-1-yl-6-quinolyl)imidazol-4-yl]methanamine dihydrochloride